C(C=CC1=CC=CC=C1)N1N=C(C=CC1=O)C1=CC=C(C=C1)SC 2-cinnamyl-6-(4-(methylthio)phenyl)pyridazin-3(2H)-one